(2s,4r)-2-((1H-1,2,4-triazol-1-yl)methyl)-4-azidopyrrolidine-1-carboxylic acid tert-butyl ester C(C)(C)(C)OC(=O)N1[C@@H](C[C@H](C1)N=[N+]=[N-])CN1N=CN=C1